C1(CCCC1)N(C1CCC(CC1)=O)C1CCCC1 4-(dicyclopentylamino)cyclohexanone